5-(4-(4-(2,2-difluoro-2,3-dihydro-1H-inden-4-yl)piperazin-1-yl)butoxy)-1,1a,3,7b-tetrahydro-2H-cyclopropa[c]quinolin-2-one FC1(CC2=CC=CC(=C2C1)N1CCN(CC1)CCCCOC=1C=CC=2C3C(C(NC2C1)=O)C3)F